P(=O)(O)(O)OC[C@@H](O)[C@@H](O)[C@H](O)[C@H](O)CO Mannitol 1-phosphate